4-(3-[18F]fluoropropyl)-L-glutamic acid [18F]CCCC(C[C@H](N)C(=O)O)C(=O)O